tetradecyl-bis(2-hydroxyethyl)-ethylammonium chloride [Cl-].C(CCCCCCCCCCCCC)[N+](CC)(CCO)CCO